2-mercapto-5-(2-ethylhexyl-thio)-1,3,4-thiadiazole SC=1SC(=NN1)SCC(CCCC)CC